N(=NCCC(CC)CC)CCC(CC)CC azobis(3-ethylpentane)